C(CCCCC(=O)OC1CC(N(C(C1)(C)C)O)(C)C)(=O)OC1CC(N(C(C1)(C)C)O)(C)C bis(1-oxyl-2,2,6,6-tetramethylpiperidin-4-yl) adipate